FCCCCOC1=CC2=C(CN(CCC2)C2=CC(=C(C(=C2)C)NC(CC(C)(C)C)=O)C)C=C1 N-(4-(7-(4-Fluorobutoxy)-1,3,4,5-tetrahydro-2H-benzo[c]azepin-2-yl)-2,6-dimethylphenyl)-3,3-dimethylbutanamide